C1(=CC=CC=C1)C1=CSC=2N=C(N=C(C21)NCCO)C2=NC=CC=C2 2-{[5-phenyl-2-(pyridin-2-yl)thieno[2,3-d]pyrimidin-4-yl]amino}ethan-1-ol